(3-chloro-phenyl)-o-tolyl-amine ClC=1C=C(C=CC1)NC1=C(C=CC=C1)C